tert-butyl 4-((2R,3R)-1-(6-fluoro-2-(trifluoromethyl)pyrimidin-4-yl)-2-methylazetidin-3-yl)piperazine-1-carboxylate FC1=CC(=NC(=N1)C(F)(F)F)N1[C@@H]([C@@H](C1)N1CCN(CC1)C(=O)OC(C)(C)C)C